6-{5-cyclopropyl-2-[(oxan-4-yl)amino]pyrimidin-4-yl}-2-[2-oxo-2-(1,2,3,4-tetrahydroisoquinolin-2-yl)ethyl]-2,3-dihydro-1H-isoindol-1-one C1(CC1)C=1C(=NC(=NC1)NC1CCOCC1)C1=CC=C2CN(C(C2=C1)=O)CC(N1CC2=CC=CC=C2CC1)=O